COC=1C=C(C=CC1)C(CCCNC(OC(C)(C)C)=O)=O tert-butyl (4-(3-methoxyphenyl)-4-oxobutyl)carbamate